3-amino-4-(3-hydroxy-2,6-dimethylphenyl)-6-(thiazol-2-yl)pyridinecarboxamide NC=1C(=NC(=CC1C1=C(C(=CC=C1C)O)C)C=1SC=CN1)C(=O)N